(S)-2-((S)-2-((tert-butyloxycarbonyl)amino)-3-cyclohexylpropionylamino)-3-((S)-2-oxopyrrolidin-3-yl)propanoic acid methyl ester COC([C@H](C[C@H]1C(NCC1)=O)NC([C@H](CC1CCCCC1)NC(=O)OC(C)(C)C)=O)=O